C(#N)C1(CC1)C1=C(N(C(=N1)C(C)C)C)C(=O)OC methyl 5-(1-cyanocyclopropyl)-2-isopropyl-3-methyl-imidazole-4-carboxylate